O1C(=NC2=C1C=CC=C2)C=2OC1=C(C=C(C=C1C(C2C)=O)C)[C@@H](C)NC=2C(=NC(=CC2)Cl)C(=O)O 3-[[(1R)-1-[2-(1,3-benzoxazol-2-yl)-3,6-dimethyl-4-oxo-chromen-8-yl]ethyl]amino]-6-chloro-pyridine-2-carboxylic acid